C1(=CC=C(C=C1)CCSC(N)=N)CCSC(N)=N S,S'-(1,4-Phenylene-bis(1,2-ethanediyl))bis-isothiourea